COCCNC(C)CC1=CC=CC(=C1)OC 2,5-dimethoxyethylamphetamine